FC(C1=CC(=NC=C1)Br)(F)F 4-trifluoromethyl-2-bromopyridine